The molecule is an acyl-CoA oxoanion arising from deprotonation of the phosphate, diphosphate and carboxylic acid functions of L-erythro-3-methylmalyl-CoA. It is a conjugate base of a L-erythro-3-methylmalyl-CoA. C[C@@H]([C@H](C(=O)[O-])O)C(=O)SCCNC(=O)CCNC(=O)[C@@H](C(C)(C)COP(=O)([O-])OP(=O)([O-])OC[C@@H]1[C@H]([C@H]([C@@H](O1)N2C=NC3=C(N=CN=C32)N)O)OP(=O)([O-])[O-])O